N1=C(SC2=C1C=1CCOC1C=C2)N2C(NCC2C#CC)=O 1-(7,8-dihydrobenzofuro[4,5-d]thiazol-2-yl)-5-(prop-1-yn-1-yl)imidazolidin-2-one